tert-Butyl 3-oxo-1-phenyl-2,8,12-trioxa-4-azapentadecan-15-oate O=C(OCC1=CC=CC=C1)NCCCOCCCOCCC(=O)OC(C)(C)C